ClC=1C=C(C=C2C=CNC12)C(=O)NC=1C(N(C=CC1)C(C(=O)NNCC(=O)OCC)C(C)C)=O ethyl (2-(3-(7-chloro-1H-indole-5-carboxamido)-2-oxopyridin-1(2H)-yl)-3-methylbutanamido)glycinate